[H-].[Na+].O=P(O)=O oxophosphinic acid sodium hydride